γ-aminopropyldimethoxysilane NCCC[SiH](OC)OC